tert-butyl 3-(4-(3,4-difluoro-2-(trifluoromethyl) phenyl) piperidine-1-carbonyl)-4,6-dihydropyrrolo[3,4-c]pyrazole-5(1H)-carboxylate FC=1C(=C(C=CC1F)C1CCN(CC1)C(=O)C=1C2=C(NN1)CN(C2)C(=O)OC(C)(C)C)C(F)(F)F